ClC1=CC(=C(C=C1)[C@@]1(OC2=C(C=CC=C2C=C1F)C1CCN(CC1)CC1=NC=2C(=NC(=CC2)C(=O)O)N1C[C@@H](O)CC)[2H])F 2-((4-((S)-2-(4-chloro-2-fluorophenyl)-3-fluoro-2H-chromen-8-yl-2-d)piperidin-1-yl)methyl)-3-(((S)-oxabutane-2-yl)methyl)-3H-imidazo[4,5-b]pyridine-5-carboxylic acid